O=C1CC2(C(CC(N2)=O)=O)CC1 7-oxo-1-azaspiro[4.4]nonane-2,4-dione